tert-butyl (6-fluoro-1-(phenylsulfonyl)-1H-indol-4-yl)(1-methylpiperidin-4-yl)carbamate FC1=CC(=C2C=CN(C2=C1)S(=O)(=O)C1=CC=CC=C1)N(C(OC(C)(C)C)=O)C1CCN(CC1)C